2,6-dibromonaphthalene BrC1=CC2=CC=C(C=C2C=C1)Br